ClC1=NN(C=C1C1=NC=CC(=N1)NC=1N=CC2=C(C=CC(=C2C1)C(C)C)N1[C@@H]([C@H](C1)CS(=O)(=O)C)C)C[C@H]1N(CC1)C N-(2-(3-chloro-1-(((S)-1-methylazetidin-2-yl)methyl)-1H-pyrazol-4-yl)pyrimidin-4-yl)-5-isopropyl-8-((2r,3S)-2-methyl-3-((methanesulfonyl)methyl)azetidin-1-yl)isoquinolin-3-amine